ClC=1C=CC=2C(=C3N(C2C1C=1C(=NN(C1C)C)C)C(CN(C3=O)C=3N(C1=CC=CC=C1C3C(=O)O)C)C)CCCOC3=CC(=C(C(=C3)C)Cl)C 7-Chloro-10-(3-(4-chloro-3,5-dimethylphenoxy)propyl)-4-methyl-1-oxo-6-(1,3,5-trimethyl-1H-pyrazol-4-yl)-3,4-dihydropyrazino[1,2-a]indol-2(1H)-yl-1-methyl-1H-indole-3-carboxylic acid